4-((4-(cyclopentanecarbonyl)piperazin-1-yl)methyl)benzoic acid C1(CCCC1)C(=O)N1CCN(CC1)CC1=CC=C(C(=O)O)C=C1